N[C@@H](C[C@H](C1=CN=CS1)SC1=NC=C(C=C1C#N)Cl)CO 2-[[(1r,3s)-3-amino-4-hydroxy-1-(5-thiazolyl)-butyl]thio]-5-chloro-3-pyridinecarbonitrile